NC1=CC=C(N=N1)C1CCN(CC1)C(=O)C1=NC=C(C(=C1)OC)C1=CC(=C(C=C1)F)F [4-(6-Amino-pyridazin-3-yl)-piperidin-1-yl]-[5-(3,4-difluoro-phenyl)-4-methoxy-pyridin-2-yl]-methanone